N-(4-methoxybenzyl)-N-methyl-2-(3-nitrophenyl)propane-1-sulphonamide COC1=CC=C(CN(S(=O)(=O)CC(C)C2=CC(=CC=C2)[N+](=O)[O-])C)C=C1